NC1=CN=CN(N1)C1=CC(=C(C(=C1)Cl)OC=1C=C2C(=CC=NC2=CC1)Cl)Cl 6-Amino-2-(3,5-dichloro-4-((4-chloroquinolin-6-yl)oxy)phenyl)-1,2,4-triazine